tert-Butyl 6-oxo-5-azaspiro[2.4]heptane-5-carboxylate O=C1N(CC2(CC2)C1)C(=O)OC(C)(C)C